methyl 3-(9-(((3H-[1,2,3]triazolo[4,5-b]pyridin-3-yl)oxy)carbonyl)-4,5-dihydrobenzo[b]thieno[2,3-d]oxepin-8-yl)-6-morpholinopicolinate N1=NN(C2=NC=CC=C21)OC(=O)C2=CC1=C(OCCC3=C1SC=C3)C=C2C=2C(=NC(=CC2)N2CCOCC2)C(=O)OC